C1(CC1)CN1C(=CC=2C=CN3C=CN=C3C12)C1=NC2=C(N1C)C(=CC(=C2)C=O)F [2-[12-(cyclopropylmethyl)-3,6,12-triazatricyclo[7.3.0.02,6]dodeca-1(9),2,4,7,10-pentaen-11-yl]-7-fluoro-1-methyl-benzimidazol-5-yl]methanone